gamma-glycidoxy(glycidyl)propyltrimethoxysilane C(C1CO1)OCCC[Si](OCCC1CO1)(OC)OC